3-(3,3-difluorobutyl)-5-(4-fluorophenyl)-8-methoxy-7-(trifluoromethyl)-2,3,4,5-tetrahydrobenzo[b][1,4]thiazepine 1,1-dioxide FC(CCC1CN(C2=C(S(C1)(=O)=O)C=C(C(=C2)C(F)(F)F)OC)C2=CC=C(C=C2)F)(C)F